tert-butyl N-(3-amino-2-methyl-propyl)carbamate NCC(CNC(OC(C)(C)C)=O)C